(3-((4-(trifluoromethyl)phenyl)ethynyl)pyrrolidin-1-yl)prop-2-en-1-one FC(C1=CC=C(C=C1)C#CC1CN(CC1)C(C=C)=O)(F)F